C(C1=CC=CC=C1)(=O)N1[C@@H](CCC1)C(=O)NO (S)-1-Benzoyl-N-hydroxypyrrolidine-2-carboxamide